(1R,3S,5R)-2-(2-(3-acetyl-7-methyl-5-(2-methylpyrimidin-5-yl)-1H-indazol-1-yl)acetyl)-N-(6-bromo-3-methylpyridin-2-yl)-5-((ethylamino)methyl)-2-azabicyclo[3.1.0]hexane-3-carboxamide C(C)(=O)C1=NN(C2=C(C=C(C=C12)C=1C=NC(=NC1)C)C)CC(=O)N1[C@@H]2C[C@@]2(C[C@H]1C(=O)NC1=NC(=CC=C1C)Br)CNCC